C(C1=CC=CC=C1)N1CCC2(CC1)CN(C1=CC=CC=C12)S(=O)(=O)C1=CC=C(C=C1)C1CC1 benzyl-1-((4-cyclopropylphenyl)sulfonyl)spiro[indoline-3,4'-piperidine]